OC=1C=C(C2COC3=C(C(=CC(=C3C2)O)O)O)C=CC1OC 3',5,7,8-tetrahydroxy-4'-methoxyisoflavane